methyl 3-(3-(4-chlorobenzoyl)-1-isobutyl-6-isopropyl-1h-indol-2-yl)-2,2-dimethylpropionate ClC1=CC=C(C(=O)C2=C(N(C3=CC(=CC=C23)C(C)C)CC(C)C)CC(C(=O)OC)(C)C)C=C1